(R)-4-fluoro-2-methyl-N-(2-methyl-4-(N-(1-(1-methylpiperidin-4-yl)ethyl)sulfamoyl)phenyl)benzamide hydrochloride Cl.FC1=CC(=C(C(=O)NC2=C(C=C(C=C2)S(N[C@H](C)C2CCN(CC2)C)(=O)=O)C)C=C1)C